BrC=1C=NC(=NC1)OCC 5-bromo-2-ethoxypyrimidine